NC=1C=C(C=CC1OC(C)C)C1=CC=CC=C1 3-amino-4-isopropoxybiphenyl